4-((5-fluoro-4-(3-(5-methyl-2-oxopyridin-1(2H)-yl)phenyl)pyrimidin-2-yl)amino)cyclohexane-1-carboxylic acid FC=1C(=NC(=NC1)NC1CCC(CC1)C(=O)O)C1=CC(=CC=C1)N1C(C=CC(=C1)C)=O